NC1=CC=CC(=N1)S(=O)(=O)NC(=O)C=1C(=NC(=CC1)C1=CC(=CC(=C1)OCC(C)C)F)N1[C@@H](CC[C@H]1C)C N-[(6-Amino-2-pyridyl)sulfonyl]-2-[(2R,5R)-2,5-dimethylpyrrolidin-1-yl]-6-(3-fluoro-5-isobutoxyphenyl)pyridin-3-carboxamid